(2S)-2-(cyanomethyl)-4-(6-((1-(methoxycarbonyl)-2,3-dihydro-1H-inden-1-yl)methyl)-2-(((S)-1-Methylpyrrolidin-2-yl)methoxy)-5-nitropyrimidin-4-yl)piperazine-1-carboxylate C(#N)C[C@@H]1N(CCN(C1)C1=NC(=NC(=C1[N+](=O)[O-])CC1(CCC2=CC=CC=C12)C(=O)OC)OC[C@H]1N(CCC1)C)C(=O)[O-]